3-(phenylamino)butan-2-one gallium [Ga].C1(=CC=CC=C1)NC(C(C)=O)C